(11R)-11-(2-methylpropyl)-6-[2-(trifluoromethoxy)phenyl]-9-oxa-2λ6-thia-3,5,12,19-tetraazatricyclo[12.3.1.14,8]nonadeca-1(17),4(19),5,7,14(18),15-hexaene-2,2,13-trione CC(C[C@@H]1COC2=CC(=NC(NS(C3=CC=CC(C(N1)=O)=C3)(=O)=O)=N2)C2=C(C=CC=C2)OC(F)(F)F)C